N1=CC=C(C=C1)C12CC(C1)(C2)N 3-(pyridin-4-yl)bicyclo[1.1.1]pentan-1-amine